2-(thiophen-3-yl)ethan-1-amine S1C=C(C=C1)CCN